2-(3-methylphenethyl)pyrazine 1,4a,5-trihydroxy-7-methyl-1,4a,5,6,7,7a-hexahydrocyclopenta[c]pyran-7-yl-cinnamate OC1OC=CC2(C1C(CC2O)(C)OC(C=CC2=CC=CC=C2)=O)O.CC=2C=C(CCC1=NC=CN=C1)C=CC2